C(C)OC(=O)C1CCN(CC1)C1CCNCC1 4-(ethoxycarbonyl)-[1,4'-bipiperidin]